FC(C1=CC=C(OC2=C3CCN(CC3=CC=C2)C2=CC(=CC=C2)S(=O)(=O)C(F)(F)F)C=C1)(F)F 5-(4-(trifluoromethyl)-phenoxy)-2-(3-((trifluoro-methyl)sulfonyl)phenyl)-1,2,3,4-tetrahydroisoquinoline